(S)-2-amino-3-(4-dihydroxyboryl-2-methoxyphenyl)-2-methylpropanoic acid N[C@](C(=O)O)(CC1=C(C=C(C=C1)B(O)O)OC)C